(3''-chloro-5''-(phenanthren-9-yl)-[1,1':3',1''-terphenyl]-4-yl)dimethylphosphine oxide ClC=1C=C(C=C(C1)C=1C2=CC=CC=C2C=2C=CC=CC2C1)C=1C=C(C=CC1)C1=CC=C(C=C1)P(C)(C)=O